[Cl-].[Cl-].C(C)(C)C=1C(C2=CC=CC(=C2C1)C1=C(C=CC=C1)C(C)(C)C)[Zr+2]C1C(=CC2=C(C=CC=C12)C1=C(C=CC=C1)C(C)(C)C)C(C)C bis(2-isopropyl-4-(tert-butyl-phenyl)-indenyl)zirconium dichloride